(4-hydroxypyridin-2-yl)boronic acid OC1=CC(=NC=C1)B(O)O